ClC=1C=C(C=C(C1)Cl)N1CCN(CC1)S(=O)(=O)C1=CC=C(C=C1)NC(=O)C=1C=C(C=CC1N(S(=O)(=O)C)C)CNC(CNCCNC(OC(C)(C)C)=O)=O tert-Butyl N-[2-[[2-[[3-[[4-[4-(3,5-dichlorophenyl)piperazin-1-yl]sulfonylphenyl]carbamoyl]-4-[methyl(methylsulfonyl)amino]phenyl]methylamino]-2-oxo-ethyl]amino]ethyl]carbamate